1-(4-(((1-(4-(1-acetyl-4-((4-chlorophenyl)amino)-2-methyl-1,2,3,4-tetrahydroquinolin-6-yl)phenyl)piperidin-4-yl)(methyl)amino)methyl)pyridin-3-yl)dihydropyrimidine-2,4(1H,3H)-dione C(C)(=O)N1C(CC(C2=CC(=CC=C12)C1=CC=C(C=C1)N1CCC(CC1)N(C)CC1=C(C=NC=C1)N1C(NC(CC1)=O)=O)NC1=CC=C(C=C1)Cl)C